tert-butyl 4-[3-[[1-methyl-6-(trifluoromethyl) indole-3-carbonyl] amino]-1H-indol-5-yl]-3-oxo-piperazine-1-carboxylate CN1C=C(C2=CC=C(C=C12)C(F)(F)F)C(=O)NC1=CNC2=CC=C(C=C12)N1C(CN(CC1)C(=O)OC(C)(C)C)=O